ClC=1C=C(C(=O)CC#N)C=CC1 3-chloro-benzoyl-acetonitrile